2-(6-{5-bromo-2-[(oxacyclohex-4-yl)amino]pyrimidin-4-yl}-1-oxo-2,3-dihydro-1H-isoindol-2-yl)-N-[(1S)-2-hydroxy-1-(3-methoxyphenyl)ethyl]acetamide BrC=1C(=NC(=NC1)NC1CCOCC1)C1=CC=C2CN(C(C2=C1)=O)CC(=O)N[C@H](CO)C1=CC(=CC=C1)OC